BrC1=C2C3=C(N(C2=CC=C1)C1C(NC(CC1)=O)=O)N=CC=C3 3-(5-bromo-9H-pyrido[2,3-b]indol-9-yl)piperidine-2,6-dione